C(#N)C=1C(=NC(=NC1)N[C@H]1C[C@H](CCC1)N1CC2=CC=C(C=C2C1=O)NC(C(=C)F)=O)OC N-(2-((1S,3R)-3-((5-Cyano-4-methoxypyrimidin-2-yl)amino)cyclohexyl)-3-oxoisoindolin-5-yl)-2-fluoroacrylamide